(R/S,E)-2-(4-chlorostyryl)-4-((1-(hydroxymethyl)cyclobutyl)amino)-6,7-dihydrothieno[3,2-d]pyrimidine 5-oxide ClC1=CC=C(/C=C/C=2N=C(C3=C(N2)CC[S@]3=O)NC3(CCC3)CO)C=C1 |r|